[Ru].OCCN1CCN(CC1)CCO 1,4-bis(2-hydroxyethyl)piperazine ruthenium